3-bromo-1-methyl-5-[4-(trifluoromethyl)phenyl]-1,2,4-triazole BrC1=NN(C(=N1)C1=CC=C(C=C1)C(F)(F)F)C